1-(4-amino-1,2,5-oxadiazol-3-yl)-5-[(dimethylamino)methyl]-1,2,3-triazole-4-carboxylic acid NC=1C(=NON1)N1N=NC(=C1CN(C)C)C(=O)O